N-(4-((4-amino-1H-pyrazol-1-yl)methyl)phenyl)acrylamide NC=1C=NN(C1)CC1=CC=C(C=C1)NC(C=C)=O